O=C(C(=O)O)CCC(=O)O.O=C(C(=O)O)CCC(=O)O ketoglutaric acid (Ketoglutarate)